C(#N)C=1C=C(C(=O)O)C=CC1C#N 3,4-dicyanobenzoic acid